N-(benzo[d]oxazol-6-ylmethyl)-4-(5-methyl-2-((1-methyl-1H-pyrazol-5-yl)amino)pyrimidin-4-yl)oxazole-2-carboxamide O1C=NC2=C1C=C(C=C2)CNC(=O)C=2OC=C(N2)C2=NC(=NC=C2C)NC2=CC=NN2C